3,3-Di(4-nitrofurazan-3-oxymethyl)oxetane [N+](=O)([O-])C=1C(=NON1)OCC1(COC1)COC1=NON=C1[N+](=O)[O-]